FC(C(=O)O)(F)F.NCCCNC(=O)C=1C=C(C2=C([C@](CO2)(C2=CC=CC=C2)C)C1)C(=O)NC |r| (+/-)-N5-(3-aminopropyl)-N7,3-dimethyl-3-phenyl-2,3-dihydrobenzofuran-5,7-dicarboxamide 2,2,2-trifluoroacetate